methyl-5-[3-methyl-1-(oxetan-4-yl)-5h,6h,7h,8h-imidazo[1,5-a]pyrazine-7-carbonyl]-N-(1-methylcyclopropyl)furo[2,3-d]pyrimidin-4-amine CC=1N=C(C2=C(N1)OC=C2C(=O)N2CC=1N(CC2)C(=NC1C1CCO1)C)NC1(CC1)C